C(C)NS(=O)(=O)C1=C(C=CC(=C1)N(C=1N(C=CN1)C)C)C1=CN=C(S1)[C@@H]1CC[C@H](CC1)NC(OC(C)C)=O isopropyl trans-N-[4-[5-[2-(ethylsulfamoyl)-4-[methyl(1-methyl-1H-imidazol-2-yl)amino]phenyl]thiazol-2-yl]cyclohexyl]carbamate